Hexyltriethoxysilane C(CCCCC)[Si](OCC)(OCC)OCC